((1S,5S)-3-oxabicyclo[3.1.0]hex-1-yl)carbamic acid benzyl ester C(C1=CC=CC=C1)OC(N[C@@]12COC[C@H]2C1)=O